COC=1C(=C(C(=O)C2=C(C(=O)NN)C=C(C=C2C)C)C=CC1)C (3-methoxy-2-methylbenzoyl)-3,5-dimethylbenzohydrazide